(S)-2-(6-methoxy-4-oxo-benzo[d][1,2,3]triazin-3(4H)-yl)-N-(1-(4-(trifluoromethoxy)phenyl)ethyl)acetamide dipotassium [K].[K].COC1=CC2=C(N=NN(C2=O)CC(=O)N[C@@H](C)C2=CC=C(C=C2)OC(F)(F)F)C=C1